6-(3-(Difluoromethoxy)-4-methylphenyl)-2-azaspiro[3.4]octan FC(OC=1C=C(C=CC1C)C1CC2(CNC2)CC1)F